disodium 2,2'-(thiocarbonylbisthio)-dipropanoate C(=S)(SC(C(=O)[O-])C)SC(C(=O)[O-])C.[Na+].[Na+]